4-Hydroxy-1-n-propyl-3,5-diisopropylpyrazole OC=1C(=NN(C1C(C)C)CCC)C(C)C